zirconium bis(ethylacetoacetate) dibutoxide [O-]CCCC.[O-]CCCC.C(C)CC(CC(=O)[O-])=O.C(C)CC(CC(=O)[O-])=O.[Zr+4]